N-(7-(4,4-difluoropiperidin-1-yl)-1-methylpyrazolo[3,4-c]pyridin-5-yl)-1,1-diphenylmethanamine FC1(CCN(CC1)C=1N=C(C=C2C1N(N=C2)C)NC(C2=CC=CC=C2)C2=CC=CC=C2)F